FC1=C(C=CC=C1)C1=NC(=NC(=N1)NC=1C=NC(=CC1)F)NC1C2COCC12 (2-fluoro-phenyl)-N-(6-fluoro-pyridin-3-yl)-N'-(3-oxa-bicyclo[3.1.0]hex-6-yl)-[1,3,5]triazine-2,4-diamine